ClC=1C=C(C=C(C1)Cl)C1(CC(=NN1)C1=NN=C(O1)SCC(=O)NC1=C(C=CC=C1)C)C(F)(F)F 2-((5-(5-(3,5-dichlorophenyl)-5-(trifluoromethyl)-4,5-dihydro-1H-pyrazol-3-yl)-1,3,4-oxadiazol-2-yl)thio)-N-(o-tolyl)acetamide